2-(4-bromophenyl)-5-butyl-1,3-dioxane BrC1=CC=C(C=C1)C1OCC(CO1)CCCC